C(C)N(C(=O)NC1C(CC1)C(F)(F)F)[C@H](C(F)(F)F)C1=NC=C(C(=C1)C=1N=C(C=2N(C1)C=CN2)OC)OC 1-ethyl-1-((S)-2,2,2-trifluoro-1-(5-methoxy-4-(8-methoxyimidazo[1,2-a]pyrazin-6-yl)pyridin-2-yl)ethyl)-3-(2-(trifluoromethyl)cyclobutyl)urea